C(#N)C=1C(=C(C=CC1)B(O)O)F (3-cyano-2-fluorophenyl)boronic acid